ClC1=CC=C(C=C1)C(=C1CCN(CC1)C(=O)N1CCC(CC1)S(=O)(=O)N)C#N 1-(4-((4-chlorophenyl)(cyano)methylene)piperidine-1-carbonyl)piperidine-4-sulfonamide